1-(1-acetylpiperidin-3-yl)-1-methyl-3-({6-[(1,3-thiazol-5-yl)methoxy]-1H-indol-2-yl}methyl)urea C(C)(=O)N1CC(CCC1)N(C(=O)NCC=1NC2=CC(=CC=C2C1)OCC1=CN=CS1)C